rac-tert-butyl {[4-(4-methyl-1,3-thiazol-5-yl)-2,5-dioxoimidazolidin-4-yl]methyl}carbamate CC=1N=CSC1[C@@]1(NC(NC1=O)=O)CNC(OC(C)(C)C)=O |r|